FC1=C(C=CC(=C1)I)S(=O)(=O)N 2-fluoro-4-iodobenzenesulfonamide